C(C)(C)(C)OC(=O)N1C[C@H](CC1)OC1=C(C=C(C(=O)N2CCN(CC2)C(=O)C=2C=C(C=C(C2)C(F)(F)F)N2CCN(CC2)C(=O)OC(C)(C)C)C=C1)C1CCCCC1 tert-butyl (S)-4-(3-(4-(4-((1-(tert-butoxycarbonyl)pyrrolidin-3-yl)oxy)-3-cyclohexylbenzoyl)piperazine-1-carbonyl)-5-(trifluoromethyl)phenyl)piperazine-1-carboxylate